(1S)-6-(2-amino-3-cyclopropylpropyl)-N-benzyl-2-chloro-7-methylpyrrolo[2,1-f][1,2,4]triazin-4-amine NC(CC=1C=C2C(=NC(=NN2C1C)Cl)NCC1=CC=CC=C1)CC1CC1